BrC1=CC(=NC(=C1)F)N1CCC2(CN3N([C@@H](CC3)C3=CC(=CC(=C3)F)F)C2=O)CC1 (S)-1-(4-bromo-6-fluoropyridin-2-yl)-7'-(3,5-difluorophenyl)dihydro-1'H,3'H,5'H-spiro[piperidine-4,2'-pyrazolo[1,2-a]pyrazol]-1'-one